(2-{[bis(2,4-di-tert-butylphenoxy)phosphanyl]oxy}-3,5-di-tert-butylphenyl)(chloro)palladium C(C)(C)(C)C1=C(OP(OC2=C(C=C(C=C2C(C)(C)C)C(C)(C)C)[Pd]Cl)OC2=C(C=C(C=C2)C(C)(C)C)C(C)(C)C)C=CC(=C1)C(C)(C)C